CC=1C=C(C=C(C1O)C)S1CCCC1 1-(3,5-dimethyl-4-hydroxyphenyl)tetrahydrothiophene